(S)-3-((Z)-2-(2-aminothiazol-4-yl)-2-(((S)-2-(4-(1,2-bis(3-aminopropyl)-1H-pyrazol-2-ium-4-yl)phenoxy)-1-carboxyethoxy)imino)acetamido)-2,2-dimethyl-4-oxoazetidin-1-yl sulfate S(=O)(=O)(ON1C([C@@H](C1=O)NC(\C(=N/O[C@@H](COC1=CC=C(C=C1)C=1C=[N+](N(C1)CCCN)CCCN)C(=O)O)\C=1N=C(SC1)N)=O)(C)C)[O-]